tert-butyl N-[4-[3-(trifluoromethyl)phenoxy]-2-naphthyl]carbamate FC(C=1C=C(OC2=CC(=CC3=CC=CC=C23)NC(OC(C)(C)C)=O)C=CC1)(F)F